NC1=NC=2C=C(C=CC2C2=C1N=C(N2CC(O)(C)C)COCC)Cl 4-amino-7-chloro-α,α-dimethyl-2-ethoxymethyl-1H-imidazo[4,5-c]quinoline-1-ethanol